ClC=1C=C(OC=2C(=NC(=NC2)C)C2=NOC[C@H](N2)C=2C=C3CCCC3=CC2)C=CC1 |r| (5RS)-3-[5-(3-chlorophenoxy)-2-methyl-pyrimidin-4-yl]-5-indan-5-yl-5,6-dihydro-4H-1,2,4-oxadiazine